ClC1=C(C=2N=C(N=C(C2C(O1)=O)N1CC(CCC1)C#C)SC)C 7-chloro-4-(3-ethynylpiperidin-1-yl)-8-methyl-2-(methylsulfanyl)pyrano[4,3-d]pyrimidin-5-one